[K].C(#N)NC(=O)C1=COC=C1 N-cyano-3-furanformamide potassium salt